decyldiethylbenzylammonium C(CCCCCCCCC)[N+](CC1=CC=CC=C1)(CC)CC